4-(4-chloro-3-cyclopropoxyphenoxy)-1H-1,2,3-triazole ClC1=C(C=C(OC=2N=NNC2)C=C1)OC1CC1